C(#N)C=1C=C(C=C(C1N[C@@H](CSC1=CC=C(C=C1)F)CCN1CC2C(C2C1)(F)F)F)S(=O)(=O)NC(=O)C1(CCCCC1)OC N-((3-cyano-4-(((2R)-4-(6,6-difluoro-3-azabicyclo[3.1.0]hexan-3-yl)-1-((4-fluorophenyl)thio)butan-2-yl)amino)-5-fluorophenyl)sulfonyl)-1-methoxycyclohexane-1-carboxamide